4-[5-chloro-2-(4-methylthiazol-5-yl)-6-oxo-1H-pyrimidin-4-yl]-6,6-difluoro-1,4-diazepan-1-carboxylic acid tert-butyl ester C(C)(C)(C)OC(=O)N1CCN(CC(C1)(F)F)C=1N=C(NC(C1Cl)=O)C1=C(N=CS1)C